N,N-dimethyl-4-((2-pentyl-1H-benzo[d]imidazol-1-yl)sulfonyl)benzenesulfonamide CN(S(=O)(=O)C1=CC=C(C=C1)S(=O)(=O)N1C(=NC2=C1C=CC=C2)CCCCC)C